2-Isopropyl-1-[6-(2-hydroxypropan-2-yl)-4-(methoxymethoxy)pyridin-2-yl]-6-((4-(4-Methylpiperazin-1-yl)-3-(2-(tetrahydro-2H-pyran-2-yl)oxyethoxy)phenyl)amino)pyrazolo[3,4-d]pyrimidine C(C)(C)N1N(C2=NC(=NC=C2C1)NC1=CC(=C(C=C1)N1CCN(CC1)C)OCCOC1OCCCC1)C1=NC(=CC(=C1)OCOC)C(C)(C)O